3-{[2-(dimethylaminosulfonylamino)-3-fluoro-4-pyridyl]methyl}-7-(1,3-oxazol-2-yloxy)-2H,3H-spiro[1,3-benzoxazine-4,1'-cyclobutan]-2-one CN(S(=O)(=O)NC1=NC=CC(=C1F)CN1C(OC2=C(C=CC(=C2)OC=2OC=CN2)C12CCC2)=O)C